N-[6-(5-aminopyrazin-2-yl)-2-methoxy-3-pyridyl]-5-methyl-3-phenyl-isoxazole-4-carboxamide hydrochloride Cl.NC=1N=CC(=NC1)C1=CC=C(C(=N1)OC)NC(=O)C=1C(=NOC1C)C1=CC=CC=C1